N1CC(CCC1)ONS(=O)(=O)C N-(Piperidin-3-yloxy)methanesulfonamide